N1(CCC1)C1=CC=C(C=N1)S(=O)(=O)N1N=CC(=C1)NC(=O)C1=NC(=CN=C1)C1=C(C(=CC=C1C(F)F)Cl)F N-(1-((6-(Azetidin-1-yl)pyridin-3-yl)sulfonyl)-1H-pyrazol-4-yl)-6-(3-chloro-6-(difluoromethyl)-2-fluorophenyl)pyrazine-2-carboxamide